3-bromo-N-(2,4-difluoro-3-(1H-pyrazolo[3,4-b]pyridin-5-ylethynyl)phenyl)-5-methylbenzenesulfonamide BrC=1C=C(C=C(C1)C)S(=O)(=O)NC1=C(C(=C(C=C1)F)C#CC=1C=C2C(=NC1)NN=C2)F